(1R,4R)-4-(4-hydroxy-2-methylpyrido[3,4-d]pyrimidin-6-yl)cyclohexane-1-carboxylate OC=1C2=C(N=C(N1)C)C=NC(=C2)C2CCC(CC2)C(=O)[O-]